1-(3-fluorophenyl)-3-(3-(quinoxaline-6-carbonyl)phenyl)urea FC=1C=C(C=CC1)NC(=O)NC1=CC(=CC=C1)C(=O)C=1C=C2N=CC=NC2=CC1